1-[6-(2-methylbenzoyl)-9-ethylcarbazol-3-yl]-1-cyclohexyl-methane-1-one CC1=C(C(=O)C=2C=C3C=4C=C(C=CC4N(C3=CC2)CC)C(=O)C2CCCCC2)C=CC=C1